Diethyl (4-(7-(cyclopentylmethyl)-8-(4-methoxyphenethyl)-2,6-dioxo-1-(prop-2-yn-1-yl)-1,2,6,7-tetrahydro-3H-purin-3-yl)butyl)phosphonate C1(CCCC1)CN1C(=NC=2N(C(N(C(C12)=O)CC#C)=O)CCCCP(OCC)(OCC)=O)CCC1=CC=C(C=C1)OC